2-Chloro-4-((R)-8-(4-(2-(4-(4-((S)-2,6-dioxopiperidin-3-yl)phenyl)piperazin-1-yl)-7-azaspiro[3.5]nonane-7-carbonyl)phenyl)-3-methyl-2,8-diazaspiro[4.5]decan-2-yl)benzonitrile ClC1=C(C#N)C=CC(=C1)N1CC2(C[C@H]1C)CCN(CC2)C2=CC=C(C=C2)C(=O)N2CCC1(CC(C1)N1CCN(CC1)C1=CC=C(C=C1)[C@H]1C(NC(CC1)=O)=O)CC2